FC(C1(CC1)C1=NC2=C(N1)C=CC(=C2)C(=O)OC)(F)F methyl 2-[1-(trifluoromethyl) cyclopropyl]-1H-benzimidazole-5-carboxylate